1-(tert-butyl) 4-ethyl (3S)-2-(6-methoxy-5-(methoxymethoxy) benzo[b]thiophene-2-carbonyl)-3-methylsuccinate COC=1C(=CC2=C(SC(=C2)C(=O)C(C(=O)OC(C)(C)C)[C@@H](C(=O)OCC)C)C1)OCOC